6-(4-Cyclopropyl-6-methoxypyrimidin-5-yl)-1-(4-(1-(cyclopropylmethyl)-4-(trifluoromethyl)-1H-imidazol-2-yl)benzyl)-1,3-dihydro-2H-imidazo[4,5-c]pyridin-2-one C1(CC1)C1=NC=NC(=C1C1=CC2=C(C=N1)NC(N2CC2=CC=C(C=C2)C=2N(C=C(N2)C(F)(F)F)CC2CC2)=O)OC